2-amino-5-chloro-6-cyclopropylnicotinonitrile NC1=C(C#N)C=C(C(=N1)C1CC1)Cl